O=C1NC(CCC1N1C(C2=CC=CC(=C2C1)NCC1CCN(CC1)C1=CC=C(C(=O)[O-])C=C1)=O)=O 4-(4-(((2-(2,6-dioxopiperidin-3-yl)-1-oxoisoindolin-4-yl)amino)methyl)piperidin-1-yl)benzoate